COC(C1CCN(CC1)C1=C(C=C(C=C1)C1C2(CCC3=CC=CC=C13)CCCC2)F)OC 1'-(4-(4-(dimethoxymethyl)piperidin-1-yl)-3-fluorophenyl)-3',4'-dihydro-1'H-spiro[cyclopentane-1,2'-naphthalene]